CC1(COCC1)C1=CN=C(S1)N1N=CC=2C=NC(=CC21)CC(=O)N (1-(5-(3-methyltetrahydrofuran-3-yl)thiazol-2-yl)-1H-pyrazolo[4,3-c]pyridin-6-yl)acetamide